(S)-N-[(1Z)-1-(4-bromophenyl)-2,2-difluoroethylidene]-2-methylpropane-2-sulfinamide BrC1=CC=C(C=C1)/C(/C(F)F)=N/[S@@](=O)C(C)(C)C